ClC1=C(C=C(C=C1)OC(F)(F)F)C=1C=C2CC(C(C2=CC1)NC(O[C@@H]1CN2CCC1CC2)=O)(C)C (S)-quinuclidin-3-yl (5-(2-chloro-5-(trifluoromethoxy)phenyl)-2,2-dimethyl-2,3-dihydro-1H-inden-1-yl)carbamat